CN1N=CC(=C1)C=1N=C(C=2N(C1)N=CC2)C=2C=NN(C2)C(C(=O)O)CC 2-(4-(6-(1-methyl-1H-pyrazol-4-yl)pyrazolo[1,5-a]pyrazine-4-yl)-1H-pyrazol-1-yl)butanoic acid